C(C1=CC=CC=C1)CC(C)=O benzylacetylmethane